N12CCN(C(CC1)CC2)C2=C(C=C(C=N2)NC2=NC=C(C(=N2)NC=2C=CC1=C(NC(O1)=O)C2)C)Cl 5-(2-(6-(1,4-diazabicyclo[3.2.2]nonan-4-yl)-5-chloropyridin-3-ylamino)-5-methylpyrimidin-4-ylamino)benzo[d]oxazol-2(3H)-one